3-ethyl-N-(1-(4-fluorocyclohexyl)-2-((4-((S)-2-methoxy-1-((S)-2-oxo-4-(trifluoromethyl)imidazolidin-1-yl)ethyl)pyridin-2-yl)amino)-2-oxoethyl)isoxazole-4-carboxamide C(C)C1=NOC=C1C(=O)NC(C(=O)NC1=NC=CC(=C1)[C@@H](COC)N1C(N[C@@H](C1)C(F)(F)F)=O)C1CCC(CC1)F